bis[[3,5-di-t-butyl-4-hydroxyphenyl] methyl]-malonate C(C)(C)(C)C=1C=C(C=C(C1O)C(C)(C)C)CC(C(=O)[O-])(C(=O)[O-])CC1=CC(=C(C(=C1)C(C)(C)C)O)C(C)(C)C